N-(4-cyclopropylquinolin-8-yl)-3-methylpyridine-2-sulfonamide C1(CC1)C1=CC=NC2=C(C=CC=C12)NS(=O)(=O)C1=NC=CC=C1C